CC/C=C\\C[C@H]([C@H](C=CC=CC=CC/C=C\\C/C=C\\CCC(=O)[O-])SC[C@@H](C(=O)NCC(=O)[O-])NC(=O)CC[C@@H](C(=O)[O-])[NH3+])O The molecule is a docosanoid anion obtained by deprotonation of the three carboxy groups and protonation of the glutamyl alpha-amino group of 16(S)-glutathionyl,17(R)-hydroxy-(4Z,7Z,10,12,14,19Z)-docosahexaenoic acid; major species at pH 7.3. It is a docosanoid anion, a peptide anion and a tricarboxylic acid dianion. It is a conjugate base of a 16(S)-glutathionyl-17(R)-hydroxy-(4Z,7Z,10,12,14,19Z)-docosahexaenoic acid.